N-[(6-Amino-2-pyridyl)sulfonyl]-5-[(E)-2-cyclopropylvinyl]-2-(2,2,4-trimethylpyrrolidin-1-yl)pyridin-3-carboxamid NC1=CC=CC(=N1)S(=O)(=O)NC(=O)C=1C(=NC=C(C1)\C=C\C1CC1)N1C(CC(C1)C)(C)C